[Zn+2].O(C1=CC=CC=C1)CC(CC(C)=O)=O 1-phenoxy-2,4-pentanedione zinc (ii)